(S)-2-(chloromethyl)-4-methoxy-1-(oxetan-2-ylmethyl)-1H-benzo[d]imidazole-6-carboxylic acid methyl ester COC(=O)C=1C=C(C2=C(N(C(=N2)CCl)C[C@H]2OCC2)C1)OC